N-(2,6-dimethylpyrimidin-4-yl)-5-[2-methyl-5-[[(2R)-1-methylazetidin-2-yl]methoxy]-4-pyridyl]pyrazolo[1,5-a]pyridin-2-amine CC1=NC(=CC(=N1)NC1=NN2C(C=C(C=C2)C2=CC(=NC=C2OC[C@@H]2N(CC2)C)C)=C1)C